2-Phosphocycloheptane P(=O)(=O)C1CCCCCC1